1-N-(4-fluorophenyl)-1-N'-[2,3,5-trifluoro-4-[6-methyl-7-(1-methylpyrazol-4-yl)quinolin-4-yl]Oxyphenyl]Cyclopropane-1,1-dicarboxamide hydrochloride Cl.FC1=CC=C(C=C1)NC(=O)C1(CC1)C(=O)NC1=C(C(=C(C(=C1)F)OC1=CC=NC2=CC(=C(C=C12)C)C=1C=NN(C1)C)F)F